Methyl [5-bromo-3-((S)-1-methyl-2-methylsulfanyl-ethyl)-2,4-dioxo-3,4-dihydro-2H-pyrimidin-1-yl]-acetate BrC=1C(N(C(N(C1)CC(=O)OC)=O)[C@H](CSC)C)=O